N-(2-oxo-2,3-dihydro-1H-benzo[d]imidazol-5-yl)-4-sulfamoyl-benzamide O=C1NC2=C(N1)C=CC(=C2)NC(C2=CC=C(C=C2)S(N)(=O)=O)=O